NC1=C2C=NC(=NC2=CC(=C1)N1C(OC[C@H]1C)=O)NC1=CC=C(C=C1)S(=O)(=O)C (R)-3-(5-amino-2-((4-(methylsulfonyl)phenyl)amino)quinazolin-7-yl)-4-methyloxazolidin-2-one